FC(CC1=C(NC2=C(NC3=C2C(NCC3)=O)C3=C(C=NC=C3)OC[C@@H]3CN(CCO3)C(=O)OC(C)(C)C)C=CC=C1F)F tert-butyl (2S)-2-{[(4-{3-[2-(2,2-difluoroethyl)-3-fluoroanilino]-4-oxo-4,5,6,7-tetrahydro-1H-pyrrolo[3,2-c]pyridin-2-yl}pyridin-3-yl)oxy]methyl}morpholine-4-carboxylate